COC=1C=C(C=CC1OC)C1=CC=NC=2N1N=C(C2)C(=O)NC2=CC(=C(C=C2)C(=O)N2CCOCC2)OC 7-(3,4-dimethoxyphenyl)-N-(3-methoxy-4-(morpholine-4-carbonyl)phenyl)pyrazolo[1,5-a]pyrimidine-2-carboxamide